fluorenyl-methyl-oxycarbonyl chloride C1(=CC=CC=2C3=CC=CC=C3CC12)COC(=O)Cl